C(C1=CC=CC=C1)NC(=O)NC1=CC(=CC=C1)[C@H](C)SC1=NN=CN1C (S)-1-benzyl-3-(3-(1-((4-methyl-4H-1,2,4-triazol-3-yl)thio)ethyl)phenyl)urea